ClC1=CC=CC=2N1N=C(C2)[C@@H]2N(CCC1=C2N=CN1)C(=O)C1=C(N=C(O1)C(C)(C)F)C(F)F (R)-(4-(7-chloropyrazolo[1,5-a]pyridin-2-yl)-6,7-dihydro-1H-imidazo[4,5-c]pyridin-5(4H)-yl)(4-(difluoromethyl)-2-(2-fluoropropan-2-yl)oxazol-5-yl)methanone